N-(1'-(2-(3-methoxypyrrolidin-1-yl)-6-methylpyrimidin-4-yl)-1',2'-dihydrospiro[cyclopropane-1,3'-pyrrolo[3,2-c]pyridin]-6'-yl)acetamide COC1CN(CC1)C1=NC(=CC(=N1)N1CC2(C=3C=NC(=CC31)NC(C)=O)CC2)C